2,5-diazadec-5-en-3-iminium tetrafluoroborate F[B-](F)(F)F.CNC(CN=CCCCC)=[NH2+]